C(C)(C)(C)OC(=O)N(CCC(=O)NCCCNC1=NC=2C=C(C=CC2C2=C1NN=C2)C(=O)O)CC2=CC(=C(C=C2)C2=CC=CC=C2)Cl 4-((3-(3-((Tert-butoxycarbonyl)((2-chloro-[1,1'-biphenyl]-4-yl)methyl)amino)propanamido)propyl)amino)-3H-pyrazolo[3,4-c]quinoline-7-carboxylic acid